O=C(CNC(=O)C=1C(=CC=CC1)C1=CC=C(C=C1)C(F)(F)F)C1=CN=CN1CC(F)(F)F N-{2-oxo-2-[1-(2,2,2-trifluoroethyl)-1H-imidazol-5-yl]ethyl}-4'-(trifluoromethyl)[1,1'-biphenyl]-2-carboxamide